C1(CCCCC1)N1CCCCC1 N-cyclohexyl-piperidine